5-bromo-4-hydroxy-2-(methoxymethyl)-6-methylnicotinic acid BrC=1C(=NC(=C(C(=O)O)C1O)COC)C